N-sulfosuccinimide 4-(5-nitro-2-pyridyldithio)-pentanoate [N+](=O)([O-])C=1C=CC(=NC1)SSC(CCC(=O)O)C.S(=O)(=O)(O)N1C(CCC1=O)=O